(R)-N-(1-methoxy-2-carbonylazetidin-3-yl)-8-(methylamino)-6-((2-carbonyl-2H-[1,2'-bipyridinyl]-3-yl)amino)imidazo[1,2-b]pyridazine-3-carboxamide CON1C([C@@H](C1)NC(=O)C1=CN=C2N1N=C(C=C2NC)NC=2C(N(C=CC2)C2=NC=CC=C2)=C=O)=C=O